C(C1CO1)OCCCC(C)O[Si](OCC)(OCC)C γ-Glycidoxypropyl-methyltriethoxysilane